4-(8-[4-(methoxymethyl)phenyl]-5-{[(3R)-1-methylpiperidin-3-yl]methoxy}imidazo[1,2-c]pyrimidin-7-yl)benzonitrile COCC1=CC=C(C=C1)C=1C=2N(C(=NC1C1=CC=C(C#N)C=C1)OC[C@H]1CN(CCC1)C)C=CN2